(2RS)-4,4-Difluoro-2-(4-fluorophenyl)-N-{4-[5-methyl-4-oxo-3-(pyridin-2-yl)-7-(2,2,2-trifluoroethyl)-4,5-dihydro-1H-pyrrolo[3,2-c]pyridin-2-yl]pyridin-2-yl}butanamid FC(C[C@@H](C(=O)NC1=NC=CC(=C1)C1=C(C=2C(N(C=C(C2N1)CC(F)(F)F)C)=O)C1=NC=CC=C1)C1=CC=C(C=C1)F)F |r|